octadecyl[β-(trimethoxysilyl)propyl]ammonium chloride [Cl-].C(CCCCCCCCCCCCCCCCC)[NH2+]CC(C)[Si](OC)(OC)OC